((2,2-difluoro-1-(4-methoxyphenyl)vinyl)oxy)trimethylsilane FC(=C(C1=CC=C(C=C1)OC)O[Si](C)(C)C)F